FC1([C@@H]([C@H](CCC1)O[C@@H]1C(CN(CC1)C(=O)OC(C)(C)C)(F)F)NS(=O)(=O)C1=CC=C(C=C1)[N+](=O)[O-])F tert-butyl (4S)-4-{[(1S,2R)-3,3-difluoro-2-(4-nitrobenzenesulfonamido)cyclohexyl]oxy}-3,3-difluoropiperidine-1-carboxylate